vinyl-styrene C(=C)C=CC1=CC=CC=C1